BrC1=CC(=C(C(=O)OC)C=C1F)F methyl 4-bromo-2,5-difluoro-benzoate